N1=CN=C(C2=C1C=CS2)OC2CCN(CC2)S(=O)(=O)C2=CC=C(C=C2)O 4-((4-(thieno[3,2-d]pyrimidin-4-yloxy)piperidine-1-yl)sulfonyl)phenol